(S)-N-(4-((5-(1-ethyl-6-methyl-1H-pyrazolo[3,4-b]pyridin-4-yl)-3-methyl-4,5,6,7-tetrahydro-1H-pyrazolo[4,3-c]pyridin-1-yl)methyl)bicyclo[2.2.2]octan-1-yl)morpholine-3-carboxamide C(C)N1N=CC=2C1=NC(=CC2N2CC1=C(CC2)N(N=C1C)CC12CCC(CC1)(CC2)NC(=O)[C@H]2NCCOC2)C